4,5-bis(methyl-d3)-2-(phenanthro[3,2-b]benzofuran-11-yl)pyridine C(C1=CC(=NC=C1C([2H])([2H])[2H])C1=CC=CC=2C3=C(OC21)C=C2C1=CC=CC=C1C=CC2=C3)([2H])([2H])[2H]